S1C(=NC2=C1C=CC=C2)NC2=C(C1=C(N=N2)N(CCC1)C=1SC(=C(N1)C(=O)OC)CCCOC1=C(C=C(C=C1)CCCCNC)F)C methyl 2-{3-[(1,3-benzothiazol-2-yl)amino]-4-methyl-5H,6H,7H,8H-pyrido[2,3-c]pyridazin-8-yl}-5-(3-{2-fluoro-4-[4-(methylamino)butyl]phenoxy}propyl)-1,3-thiazole-4-carboxylate